FC(C1=NN(C=C1C(=O)C=1C(CC(CC1O)(C)C)=O)CC1=NC=CC=C1)F 2-(3-(Difluoromethyl)-1-(pyridin-2-ylmethyl)-1H-pyrazole-4-carbonyl)-3-hydroxy-5,5-dimethylcyclohex-2-en-1-one